FC1=CC=C(C=C1)C=1NC(=CC1)C1(CCC1)C(F)(F)F 2-(4-fluorophenyl)-5-(1-(trifluoromethyl)cyclobutyl)-1H-pyrrole